Vinylmethyl-diethoxysilan C(=C)C[SiH](OCC)OCC